C(C)C=1C=CC=C2C=CC=C(C12)N1CC=2N=C(N=C(C2CC1)N1CC(CCC1)NC(N(C)C)=O)OCC12CCCN2CCC1 3-(1-(7-(8-ethylnaphthalen-1-yl)-2-((tetrahydro-1H-pyrrolizin-7a(5H)-yl)methoxy)-5,6,7,8-tetrahydropyrido[3,4-d]pyrimidin-4-yl)piperidin-3-yl)-1,1-dimethylurea